C1(=CC=C(C=C1)CN(CC1=CC=NC=C1)C)CN(CC1=CC=NC=C1)C N,N'-(1,4-Phenylenebis(methylene))bis(N-methyl-1-(pyridin-4-yl)methanamine)